4-(4-(3,8-diazabicyclo[3.2.1]octan-3-yl)-2-((1-((dimethylamino)methyl)cyclopropyl)methoxy)-8-fluoroquinazolin-7-yl)naphthalen-2-ol C12CN(CC(CC1)N2)C2=NC(=NC1=C(C(=CC=C21)C2=CC(=CC1=CC=CC=C21)O)F)OCC2(CC2)CN(C)C